(S)-7-((3S,5R)-4-propenoyl-3,5-dimethylpiperazin-1-yl)-3-(methoxymethyl)-10-(5-methylthiophen-2-yl)-9-(trifluoromethyl)-2H-[1,4]thiazino[2,3,4-ij]quinazolin-5(3H)-one C(C=C)(=O)N1[C@H](CN(C[C@H]1C)C1=NC(N2C3=C(C(=C(C=C13)C(F)(F)F)C=1SC(=CC1)C)SC[C@@H]2COC)=O)C